C(C)(C)(C)OC(=O)N1CCC2(CC1)C(C=1C(=NC=C(C1)OC)C2)=O 3-methoxy-5-oxo-5,7-dihydrospiro[cyclopenta[b]pyridine-6,4'-piperidine]-1'-carboxylic acid tert-butyl ester